4-(methylsulfanyl)aniline CSC1=CC=C(N)C=C1